5-[[6-benzyloxy-8-fluoro-7-(1,1,4-trioxo-1,2,5-thiadiazolidin-2-yl)-2-naphthyl]oxy]pentanoic acid C(C1=CC=CC=C1)OC=1C=C2C=CC(=CC2=C(C1N1S(NC(C1)=O)(=O)=O)F)OCCCCC(=O)O